hydroquinone sodium salt [Na].C1(O)=CC=C(O)C=C1